[Mo].[Cu] copper-molybdenum salt